C(C(=O)O)(=O)O.COC=1C=C(C=CC1)N1CCN(CC1)CCCC(=O)N1C2=C(CCC3=C1C=CC=C3)C=CC(=C2)Cl 4-[4-(3-methoxyphenyl)piperazin-1-yl]-1-[3-chloro-10,11-dihydro-5H-dibenzo[b,f]azepin-5-yl]butan-1-one oxalate